ethyl (3S)-3-[2-(5-bromo-2-fluorophenyl)-2-(2-oxo-3-phenylpyridin-1-yl)acetamido]-3-{4-fluoro-2'-hydroxy-5,6'-dimethyl-[1,1'-biphenyl]-3-yl}propanoate BrC=1C=CC(=C(C1)C(C(=O)N[C@@H](CC(=O)OCC)C=1C=C(C=C(C1F)C)C1=C(C=CC=C1C)O)N1C(C(=CC=C1)C1=CC=CC=C1)=O)F